bis(5-amino-2-pyridinyl)-piperazine NC=1C=CC(=NC1)N1CCN(CC1)C1=NC=C(C=C1)N